1-(2-methoxypropoxy)-2-propanol COC(COCC(C)O)C